C(C\C=C/CC)C(C(=O)O)CC.C(CCC)(=O)O.FC=1C=C(C=CC1)S(=O)(=O)CS(=O)(=O)C1=CC(=CC=C1)F bis((3-fluorophenyl)sulfonyl)methane 3-Cis-Butyrate ((Z)-hex-3-en-1-yl-butanoate)